1-{6-[5-(difluoromethyl)-1-methylbenzimidazol-2-yl]-5-methylthiopyridine-2-yl}-N-ethoxy-ethaneimine FC(C1=CC2=C(N(C(=N2)C2=C(C=CC(=N2)C(C)=NOCC)SC)C)C=C1)F